C(CCCC[C@@H]1SC[C@@H]2NC(=O)N[C@H]12)(=O)C(C(=O)O)(CCCC)N biotinyl-e-aminocaproic acid